N-(4-(N-((1-butyrylpyrrolidin-3-yl)methyl)sulfamoyl)naphthalen-1-yl)-2-methylbenzamide C(CCC)(=O)N1CC(CC1)CNS(=O)(=O)C1=CC=C(C2=CC=CC=C12)NC(C1=C(C=CC=C1)C)=O